tert-butyl 3-[[2-(but-3-en-1-yl)-4,5-dichlorophenyl]carbonyl]-8-azabicyclo[3.2.1]octane-8-carboxylate C(CC=C)C1=C(C=C(C(=C1)Cl)Cl)C(=O)C1CC2CCC(C1)N2C(=O)OC(C)(C)C